6-(6-bromo-3-methoxypyrazin-2-yl)-8-(but-3-en-1-yloxy)imidazo[1,2-a]Pyrazine BrC1=CN=C(C(=N1)C=1N=C(C=2N(C1)C=CN2)OCCC=C)OC